12-(3-(9H-carbazol-1-yl)-4-methylphenyl)-12H-benzofuro[2,3-a]carbazole C1(=CC=CC=2C3=CC=CC=C3NC12)C=1C=C(C=CC1C)N1C=2C=CC=CC2C=2C=CC3=C(C12)OC1=C3C=CC=C1